C1(CCC1)N1C(N(CC1)C1=CC(=C(N=N1)C(=O)NC([2H])([2H])[2H])NC1=NC=CC(=C1OC)C1=NN(N=C1)C)=O 6-(3-cyclobutyl-2-oxoimidazolidin-1-yl)-4-{[3-methoxy-4-(2-methyl-2H-1,2,3-triazol-4-yl)pyridin-2-yl]amino}-N-(2H3)methylpyridazine-3-carboxamide